1-chloroethyl dodecanoate C(CCCCCCCCCCC)(=O)OC(C)Cl